7-bromo-5-cyclopropoxybenzo[b]thiophene-2-carboxylic acid BrC1=CC(=CC2=C1SC(=C2)C(=O)O)OC2CC2